7-(1-(adamantan-1-ylmethyl)-5-methyl-1H-pyrazol-4-yl)-3-(5-methyl-6-((4,5,6,7-tetrahydrobenzo[d]thiazol-2-yl)amino)pyridazin-3-yl)imidazo[1,2-a]pyridine-8-carboxylic acid C12(CC3CC(CC(C1)C3)C2)CN2N=CC(=C2C)C2=C(C=3N(C=C2)C(=CN3)C=3N=NC(=C(C3)C)NC=3SC2=C(N3)CCCC2)C(=O)O